C1(=CC=C(C=C1)C=1C(OC2(C1)CC1(CCCC1)CO2)=O)C 3-(p-Tolyl)-1,13-Dioxadispiro[4.1.47.25]Tridec-3-En-2-One